3,6,9,12-tetraoxahexadecane-16-oic acid ethyl ester C(C)OC(CCCOCCOCCOCCOCC)=O